4,4'-isopropylidenediphenol di(β-aziridinyl propionate) N1(CC1)CCC(=O)O.N1(CC1)CCC(=O)O.C(C)(C)(C1=CC=C(C=C1)O)C1=CC=C(C=C1)O